CC1=CC(=CN1)S 5-Methyl-1H-pyrrole-3-thiol